N-((S)-2-((4-(3,6-Dihydro-2H-pyran-4-yl)phenyl)amino)-1-((1r,4S)-4-methylcyclohexyl)-2-oxoethyl)-1-methyl-1H-pyrazole-5-carboxamide O1CCC(=CC1)C1=CC=C(C=C1)NC([C@H](C1CCC(CC1)C)NC(=O)C1=CC=NN1C)=O